COC(C1=C(C=C(C=C1\C=C\C1=CC(=C(C(=C1)OC)OC)OC)OC)OC)=O (E)-2,4-dimethoxy-6-(3,4,5-trimethoxystyryl)benzoic acid methyl ester